Ethyl-[2-(piperidin-2-yl)ethyl]carbamic acid 2-(2-chlorophenyl)-5-hydroxy-8-[(3s,4r)-3-hydroxy-1-methylpiperidin-4-yl]-4-oxo-4H-1-benzopyran-7-yl ester ClC1=C(C=CC=C1)C=1OC2=C(C(C1)=O)C(=CC(=C2[C@@H]2[C@@H](CN(CC2)C)O)OC(N(CCC2NCCCC2)CC)=O)O